(3-((3S,4S)-4-amino-3-methyl-2-oxa-8-azaspiro[4.5]decan-8-yl)-6-(3-chloro-2-(oxetan-3-ylmethoxy)pyridin-4-ylthio)pyrazin-2-yl)methanol N[C@@H]1[C@@H](OCC12CCN(CC2)C=2C(=NC(=CN2)SC2=C(C(=NC=C2)OCC2COC2)Cl)CO)C